C(C)(C)(C)N(C(O)=O)[C@H](C(=O)NC1=CC=C(C=C1)I)C1CCCCC1.N[C@H](C(=O)NC1=CC=C(C=C1)I)C1CCCCC1 (S)-2-amino-2-cyclohexyl-N-(4-iodophenyl)acetamide Tert-butyl-(S)-(1-cyclohexyl-2-((4-iodophenyl)amino)-2-oxoethyl)carbamate